2-((2-chloro-5-fluoropyrimidin-4-yl)amino)propan ClC1=NC=C(C(=N1)NC(C)C)F